C(CCCC)[N+](C)(C)CCO Pentyl-(2-hydroxyethyl)-dimethyl-ammonium